benzyl 6-(2-hydroxyethyl)-4-phenylisoindoline-2-carboxylate OCCC1=CC(=C2CN(CC2=C1)C(=O)OCC1=CC=CC=C1)C1=CC=CC=C1